CC1CCC(CC1)I 3-methyl-6-iodo-cyclohexane